2-methylaziridine-1-propionate CC1N(C1)CCC(=O)[O-]